4-[3-benzyloxy-4-bromo-6-(2,6-dichloro-benzoylamino)-pyridin-2-yl]-4-oxo-butyric acid ethyl ester C(C)OC(CCC(=O)C1=NC(=CC(=C1OCC1=CC=CC=C1)Br)NC(C1=C(C=CC=C1Cl)Cl)=O)=O